CC1=C(C(=O)C2=C([C@]3([C@@H]4[C@@H](N4C)CN3C2=C1[O-])O)COC(=O)N)[O-] The molecule is a phenolate anion obtained by removal of two protons from position C-8 and O-6 of 7-demethylmitomycin B. It is the major microspecies at pH 7.3 (according to Marvin v 6.2.0.). It is a conjugate base of a 7-demethylmitomycin B(1-).